FC1(CC2(C1)CC(NCC2)C2=C(C=C(C(=O)OC)C=C2)NCC2COC2)F methyl 4-{2,2-difluoro-7-azaspiro[3.5]nonan-6-yl}-3-[(oxetan-3-ylmethyl)amino]benzoate